benzyl 3-[6-(2-aminoethylamino)-3-pyridyl]-1-(benzyloxycarbonylsulfamoyl)pyrrole-2-carboxylate hydrochloride Cl.NCCNC1=CC=C(C=N1)C1=C(N(C=C1)S(NC(=O)OCC1=CC=CC=C1)(=O)=O)C(=O)OCC1=CC=CC=C1